C(C)(C)(C)OC(=O)NC1CCC(N(C1)C(=O)OCC1=CC=CC=C1)C benzyl 5-((tert-butoxycarbonyl) amino)-2-methylpiperidine-1-carboxylate